FC(C1=CC(=NN1C)C(=O)O\N=C(/N)\C1(CC1)C1=CC(=CC(=C1)C)F)F (Z)-N'-((5-(difluoromethyl)-1-methyl-1H-pyrazole-3-carbonyl)oxy)-1-(3-fluoro-5-methylphenyl)cyclopropane-1-carboximidamide